8-chloro-1-(2,6-dichlorophenyl)-5-(2,3-dihydroxypropoxy)-4-oxo-1,4-dihydro-1,6-naphthyridine-2-carboxamide ClC=1C=NC(=C2C(C=C(N(C12)C1=C(C=CC=C1Cl)Cl)C(=O)N)=O)OCC(CO)O